BrC1=CC(=C(C=C1)C(C)(C)NC(=O)[C@@H]1CN[C@@H](CO1)CO)F (2S,5R)-N-(2-(4-bromo-2-fluorophenyl)propan-2-yl)-5-(hydroxymethyl)morpholine-2-carboxamide